ethyl-cyclohexylsulfonamide C(C)NS(=O)(=O)C1CCCCC1